C(C)OC(C(C)(C)N1N=CC(=C1)Br)=O 2-(4-bromo-1H-pyrazol-1-yl)-2-methylpropanoic acid ethyl ester